2,4-di-tert-butylphenyl-4,4-biphenyl C(C)(C)(C)C1=C(C=CC(=C1)C(C)(C)C)C1=CC=C(C=C1)C1=CC=CC=C1